C(=O)(OC(C)(C)C)NCCC(C(=O)O)(C)C N-Boc-4-amino-2,2-dimethylbutanoic acid